tert-butyl (1S,5R)-3-[[4-[[(2S)-2-hydroxy-3-[6-[(4-methyloxazol-5-yl)methoxy]-3,4-dihydro-1H-isoquinolin-2-yl]propyl]carbamoyl]-2-pyridyl]amino]-8-azabicyclo[3.2.1]octane-8-carboxylate O[C@@H](CNC(=O)C1=CC(=NC=C1)NC1C[C@@H]2CC[C@H](C1)N2C(=O)OC(C)(C)C)CN2CC1=CC=C(C=C1CC2)OCC2=C(N=CO2)C